C(C(C)C)C1=NN(C(=C1)C(=O)O)C 3-Isobutyl-1-methyl-5-pyrazolecarboxylic acid